OC1=C(C=CC(=C1)OCCCCCC(C)C)C1=NC(=NC(=N1)C1=C(C=C(C=C1)C)C)C1=C(C=C(C=C1)C)C 2-(2-hydroxy-4-iso-octyloxy-phenyl)-4,6-di(2,4-dimethyl-phenyl)-1,3,5-Triazine